ClC=1N=C(C2=C(N1)C(=C(N=C2)Cl)F)N2C[C@H](N(C[C@@H]2C)C(=O)[O-])C (2R,5S)-4-(2,7-dichloro-8-fluoro-pyrido[4,3-d]pyrimidin-4-yl)-2,5-dimethyl-piperazine-1-carboxylate